Cl.CC=1SC(=NN1)N1CCNCC1 2-methyl-5-piperazin-1-yl-1,3,4-thiadiazole hydrochloride